ClC1=CC=C(C=C1)C=1C=2N(C(=CC1)C1=CC=CC=C1)C1=C(N2)C=CC=C1 4-(p-chlorophenyl)-1-phenylbenzo[4,5]imidazo[1,2-a]pyridine